FC(CCC(CC)N)(F)F 6,6,6-trifluorohexan-3-amine